3-((phenylthio)carbonylthio)propanoic acid C1(=CC=CC=C1)SC(=O)SCCC(=O)O